FC1=CC=C2C(=CC=NC2=C1)N1CCN(CC1)C(=O)[C@H]1CNCC1 (R)-(4-(7-fluoroquinolin-4-yl)piperazin-1-yl)(pyrrolidin-3-yl)methanone